C(C=C)(=O)N1[C@@H](CCCC1)C=1N(C(=C(N1)C1=CC=C(C=C1)C(NC1=NC=CC(=C1)Br)=O)C(=O)N)N (S)-2-(1-acryloylpiperidin-2-yl)-1-amino-4-(4-((4-bromopyridin-2-yl)carbamoyl)phenyl)-1H-imidazole-5-carboxamide